C1(CC1)C=1C=C(C(=O)O)C=CC1N(C(CN(S(=O)(=O)C1=C(C(=C(C(=C1F)F)F)F)F)CC1=C(C=C(C=C1F)F)F)=O)CC1=CC(=CC(=C1)N1CCCC1)C1CC1 3-cyclopropyl-4-(N-(3-cyclopropyl-5-(pyrrolidin-1-yl)benzyl)-2-(N-(2,4,6-trifluorobenzyl)-(2,3,4,5,6-pentafluoro-phenyl)sulfonamido)acetamido)benzoic acid